C(C)N1N=C(C(=C1C)CNC1=NC=C(C(=N1)NC1=C(C(=CC=C1)C1=NN(C=N1)C)OC)C(=O)O)C 2-((1-Ethyl-3,5-dimethyl-1H-pyrazol-4-yl)methylamino)-4-(2-methoxy-3-(1-methyl-1H-1,2,4-triazol-3-yl)phenylamino)pyrimidine-5-carboxylic acid